CYCLOPROPYL(4-PROPOXYPHENYL)METHANONE C1(CC1)C(=O)C1=CC=C(C=C1)OCCC